(2R)-but-3-en-2-amine hydrochloride Cl.C[C@H](C=C)N